N-[3-[[5-(4-bromo-2,6-dichloro-phenoxy)-2-hydroxy-phenyl]-sulfonylamino]-cyclobutyl]-cyclopropanecarboxamide BrC1=CC(=C(OC=2C=CC(=C(C2)S(=O)(=O)NC2CC(C2)NC(=O)C2CC2)O)C(=C1)Cl)Cl